2-(4-benzylpiperazin-1-yl)-N-(4-(5-(difluoromethyl)-1,3,4-oxadiazol-2-yl)benzyl)-N-phenylethanesulfonamide C(C1=CC=CC=C1)N1CCN(CC1)CCS(=O)(=O)N(C1=CC=CC=C1)CC1=CC=C(C=C1)C=1OC(=NN1)C(F)F